Methyl 5-(2-chloro-6-fluorophenyl)-5-hydroxy-3-oxopentanoate ClC1=C(C(=CC=C1)F)C(CC(CC(=O)OC)=O)O